C(C)S(=O)(=O)C=1C=C(C(=NC1C1=NC=2C(=NC=C(C2)C(F)(F)F)N1C)NC)N 5-(ethylsulfonyl)-N2-methyl-6-(3-methyl-6-(trifluoromethyl)-3H-imidazo[4,5-b]pyridin-2-yl)pyridine-2,3-diamine